({[4-(5,6-dimethoxypyridazin-3-yl)phenyl]methyl}amino)cyclopentan-1-ol hydrochloride Cl.COC=1C=C(N=NC1OC)C1=CC=C(C=C1)CNC1(CCCC1)O